C(C1=CC=CC=C1)[C@H]1[C@@H](OC2(O1)CCCCC2)CCO 2-((2S,3S)-3-benzyl-1,4-dioxaspiro[4.5]dec-2-yl)ethanol